3-hydroxycyclohexa-2,5-dien OC1=CCC=CC1